[Ti].[C] carbon titanium